6-hydrazineylpyridine-3-sulfonamide N(N)C1=CC=C(C=N1)S(=O)(=O)N